N1=CC=C(C=C1)NC(OC(C)(C)C)=O tert-butyl pyridin-4-ylcarbamate